2,2'-(ethane-1,2-diylbis(oxy))bis(ethane) C(COCC)OCC